OC[C@H](C1=CC=CC=C1)NC1=NC(=NC=C1C1=NC(=NO1)C12CCN(CC1)CC2)NC=2C=C1C(COC(C1=CC2)=O)(C)C (S)-6-((4-((2-hydroxy-1-phenylethyl)amino)-5-(3-(quinuclidin-4-yl)-1,2,4-oxadiazol-5-yl)pyrimidin-2-yl)amino)-4,4-dimethylisochroman-1-one